COC1=CC=C(OC2=CC(=CC=C2)C)C=C1 1-(4-methoxyphenoxy)-3-methylbenzene